1,10-bis(piperazin-1-yl)decane-1,10-dione N1(CCNCC1)C(CCCCCCCCC(=O)N1CCNCC1)=O